N2-((1R,3s,5S)-9-(ethylsulfonyl)-9-azabicyclo[3.3.1]nonan-3-yl)-N2-methyl-N4-(5-methyl-1H-pyrazol-3-yl)-6-(((R)-tetrahydrofuran-3-yl)oxy)pyrimidine-2,4-diamine C(C)S(=O)(=O)N1[C@H]2CC(C[C@@H]1CCC2)N(C2=NC(=CC(=N2)NC2=NNC(=C2)C)O[C@H]2COCC2)C